BrC1=CC(OC(=C1)C(=O)O)=O 4-bromo-2-oxo-2H-pyran-6-carboxylic acid